dimethoxymethylsilylpropyl-N,N-dimethylthiocarbamoyl tetrasulfide COC(OC)[SiH2]CCCS=C(N(C)C)SSSSC(N(C)C)=SCCC[SiH2]C(OC)OC